tert-butyl ((1s,3r,5R,7S)-3-(4-(thiophen-2-yl)benzamido)adamantan-1-yl)carbamate S1C(=CC=C1)C1=CC=C(C(=O)NC23CC4(C[C@@H](C[C@H](C2)C4)C3)NC(OC(C)(C)C)=O)C=C1